hydroxyethyl-methyl-styrene (S)-methyl-(6-((2-amino-2,4-dimethylpent-4-en-1-yl)oxy)-5-(difluoromethyl)-[3,4'-bipyridin]-2'-yl)carbamate CN(C(O)=O)C1=NC=CC(=C1)C=1C=NC(=C(C1)C(F)F)OC[C@@](CC(=C)C)(C)N.OCCC(=CC1=CC=CC=C1)C